C(CCCCCCC)P(CCCCCCCC)(CCCCCCCC)=S Trioctyl-Phosphine Sulfide